2-cyclopropyl-N-{4-fluoro-3-[5-(pyridin-2-yl)-2H-pyrazolo[3,4-b]pyridin-2-yl]phenyl}acetamide C1(CC1)CC(=O)NC1=CC(=C(C=C1)F)N1N=C2N=CC(=CC2=C1)C1=NC=CC=C1